5-[2-fluoro-6-hydroxy-4-[[(4-methyl-2-pyridinyl)amino]methyl]phenyl]-1,1-dioxo-1,2,5-thiadiazolidin-3-one FC1=C(C(=CC(=C1)CNC1=NC=CC(=C1)C)O)N1CC(NS1(=O)=O)=O